3-(2-chloro-4-fluoro-phenoxy)-N-(6-fluoro-3-pyridinyl)-6-(trifluoromethyl)pyridazine-4-carboxamide ClC1=C(OC=2N=NC(=CC2C(=O)NC=2C=NC(=CC2)F)C(F)(F)F)C=CC(=C1)F